CN1N=C(C(=C1)C(=O)O\N=C\C1=CC(=CC=C1)[N+](=O)[O-])C(F)(F)F (E)-3-nitrobenzaldehyde O-(1-methyl-3-(trifluoromethyl)-1H-pyrazole-4-carbonyl) oxime